FC=1C=C(C=C(C1)F)[C@H](CC)N1C(=NC(C(=C1O)CC1=CC=C(C=C1)C=1C(=NC(=CC1)F)C)=O)COC(C)C 1-[(1S)-1-(3,5-difluorophenyl)propyl]-5-{[4-(6-fluoro-2-methylpyridin-3-yl)phenyl]methyl}-6-hydroxy-2-[(prop-2-yloxy)methyl]-1,4-dihydropyrimidin-4-one